7-((5-((2R,4S)-4-hydroxy-2-methylpiperidin-1-yl)pyridin-2-yl)amino)-4-(imidazo[1,2-a]pyrazin-3-yl)isoindolin-1-one O[C@@H]1C[C@H](N(CC1)C=1C=CC(=NC1)NC=1C=CC(=C2CNC(C12)=O)C1=CN=C2N1C=CN=C2)C